2-((di((9z,12z)-octadec-9,12-dien-1-yl)amino)oxy)-N,N-dimethyl-2-oxoethan-1-amine C(CCCCCCC\C=C/C\C=C/CCCCC)N(OC(CN(C)C)=O)CCCCCCCC\C=C/C\C=C/CCCCC